O1CCC(=CC1)C=1C=CC=2N(C1)N=CC2C#N 6-(3,6-dihydro-2H-pyran-4-yl)pyrazolo[1,5-a]pyridine-3-carbonitrile